ClC1=NC=C(C(=C1)N1CC(C1)CC(=O)N1CC2=C(C=3CCCC3N=C2C1)C)OC 2-[1-(2-Chloro-5-methoxy-pyridin-4-yl)-azetidin-3-yl]-1-(8-methyl-3,5,6,7-tetrahydro-1H-2,4-diaza-s-indacen-2-yl)-ethanone